5-bromo-3-(5-(2,2-dimethyl-4-(oxetan-3-yl)piperazin-1-yl)pyridin-2-ylamino)-1-methylpyridin-2(1H)-one BrC=1C=C(C(N(C1)C)=O)NC1=NC=C(C=C1)N1C(CN(CC1)C1COC1)(C)C